C1=CC=CC=2C3=CC=CC=C3C(C12)COC(=O)N[C@H](C(=O)N[C@H](C(=O)OC(C)C)CCC(C=[N+]=[N-])=O)CC1=CNC2=CC=CC=C12 Isopropyl (S)-2-((S)-2-((((9H-fluoren-9-yl)methoxy)carbonyl)amino)-3-(1H-indol-3-yl)propanamido)-6-diazo-5-oxohexanoate